7-methoxy-1-methyl-2-[(11R)-8,8,11-trimethyl-9-oxo-1,10-diazatricyclo[10.5.2.015,18]nonadeca-12(19),13,15(18),16-tetraen-17-yl]benzimidazole-5-carboxylic acid COC1=CC(=CC2=C1N(C(=N2)C2=CC=1C=CC=3[C@H](NC(C(CCCCCCN2C1C3)(C)C)=O)C)C)C(=O)O